3-[(2,4-difluorophenyl)methyl]-1-[(4-hydroxy-2,2-dimethyl-3,4-dihydro-2H-1-benzopyran-7-yl)methyl]-3-(1-methylpiperidin-4-yl)urea FC1=C(C=CC(=C1)F)CN(C(NCC1=CC2=C(C(CC(O2)(C)C)O)C=C1)=O)C1CCN(CC1)C